C(C)(C)(C)N[C@@H]1CC[C@@H]([C@@H](C1)NC(C)=O)N1C([C@H](CC1)NC1=NC=NC2=CC=C(C=C12)C(F)(F)F)=O N-((1R,2S,5R)-5-(tert-Butylamino)-2-((S)-2-oxo-3-((6-(trifluoromethyl)quinazolin-4-yl)amino)pyrrolidin-1-yl)cyclohexyl)acetamide